5-(1-Cyanocyclopropyl)-3-ethylsulfanyl-N-[3-(methylamino)-6-(trifluoromethyl)pyridazin-4-yl]pyridine-2-carboxamide lithium-lanthanum zirconium oxygen [O].[Zr].[La].[Li].C(#N)C1(CC1)C=1C=C(C(=NC1)C(=O)NC1=C(N=NC(=C1)C(F)(F)F)NC)SCC